N-TERT-BUTYL-2-(4-FORMYLPHENOXY)PROPANAMIDE C(C)(C)(C)NC(C(C)OC1=CC=C(C=C1)C=O)=O